ClC1=C(C=CC=C1OC(F)(F)F)C1CCN(CC1)C(=O)C1CC2(C1)NC(CC2)=O (2r,4s)-2-(4-(2-chloro-3-(trifluoromethoxy)phenyl)piperidine-1-carbonyl)-5-azaspiro[3.4]Octane-6-one